n-tetradecyl-cycloundecane C(CCCCCCCCCCCCC)C1CCCCCCCCCC1